The molecule is an aci-nitro compound resulting from the formal tautomerisation of the nitro group of (2-nitroethyl)benzene. It is an aci-nitro compound and a member of benzenes. C1=CC=C(C=C1)CC=[N+](O)[O-]